5-bromo-N-(5-chloro-2-methoxy-4-(4-methylpiperazin-1-yl)phenyl)-N-(2-(dimethylamino)pyridin-3-yl)pyrimidine-2,4-diamine BrC=1C(=NC(=NC1)N(C=1C(=NC=CC1)N(C)C)C1=C(C=C(C(=C1)Cl)N1CCN(CC1)C)OC)N